7-(3-bromo-4-methylphenyl)-N-(5-chloro-2-methyl-phenyl)-7H-pyrrolo[2,3-d]pyrimidin-2-amine BrC=1C=C(C=CC1C)N1C=CC2=C1N=C(N=C2)NC2=C(C=CC(=C2)Cl)C